Ethylacetoacetat C(C)OC(CC(=O)C)=O